bis(2,3,4,5,6-pentafluorophenyl)bis(methylcyclopentadienyl)titanium FC1=C(C(=C(C(=C1F)F)F)F)[Ti](C1(C=CC=C1)C)(C1(C=CC=C1)C)C1=C(C(=C(C(=C1F)F)F)F)F